CC(CC1=NC(=NO1)C1=CC=C(C(=O)N2CCN(CC2)C2=NC3=CC=CC=C3C(N2)=O)C=C1)(C)C 2-[4-[4-[5-(2,2-Dimethylpropyl)-1,2,4-oxadiazol-3-yl]benzoyl]piperazin-1-yl]-3H-quinazolin-4-one